C1(CCCCC1)[PH2]=O cyclohexylphosphine oxide